CC1(COC(OC1)=O)CCC 5-Methyl-5-propyl-1,3-dioxan-2-on